(E)-1-[4-(4-Hydroxypiperidin-1-yl)phenyl]-3-(3-methoxyphenyl)prop-2-en-1-one OC1CCN(CC1)C1=CC=C(C=C1)C(\C=C\C1=CC(=CC=C1)OC)=O